N-Ethyl-N-Methyl-Acrylamid C(C)N(C(C=C)=O)C